carboxymethyl-5-hydroxy-2-hydroxymethylpyridinium C(=O)(O)C[N+]1=C(C=CC(=C1)O)CO